CC1CC(C1)(C1=NN=CN1C([2H])([2H])[2H])C=1C=C(C=2N(C1)C=CN2)N2C(C1=CC(=CC(=C1C2)C(F)(F)F)CN2C[C@H](CCC2)C)=O 2-(6-((1S,3R)-3-methyl-1-(4-(methyl-d3)-4H-1,2,4-triazol-3-yl)cyclobutyl)imidazo[1,2-a]pyridin-8-yl)-6-(((S)-3-methylpiperidin-1-yl)methyl)-4-(trifluoromethyl)isoindol-1-one